C(#N)[C@H](C[C@H]1C(NCC1)=O)NC(=O)[C@@H]1CS[C@@H]2N1C([C@@H](CC2)C=2C(=NOC2C)C(=O)N)=O [(3R,6S,8aS)-3-[[(1S)-1-cyano-2-[(3S)-2-oxopyrrolidin-3-yl]ethyl]carbamoyl]-5-oxo-2,3,6,7,8,8a-hexahydrothiazolo[3,2-a]pyridin-6-yl]-5-methyl-isoxazole-3-carboxamide